C(C)(C)(C)OC(=O)N1[C@@H]2CN([C@H](C1)C2)C2=CC=C(C=C2)N (1S,4S)-5-(4-aminophenyl)-2,5-diazabicyclo[2.2.1]Heptane-2-carboxylic acid tert-butyl ester